BrC1=C(C=C(C=C1)NC(OC(C)(C)C)=O)C(C)(C)O tert-butyl N-[4-bromo-3-(1-hydroxy-1-methyl-ethyl)phenyl]carbamate